2-chloro-8,8-dimethyl-7,8-dihydro-6H-cyclopenta[e]pyrazolo[1,5-a]pyrimidine-6-carboxamide ClC1=NN2C(N=CC3=C2C(CC3C(=O)N)(C)C)=C1